NC(C(C)SC1=C(C(=C(C(=N1)N1CCN(CCC1)C(=O)OC(C)(C)C)C#N)C1CC1)C#N)=O tert-Butyl 4-(6-((1-amino-1-oxopropan-2-yl)thio)-3,5-dicyano-4-cyclopropylpyridin-2-yl)-1,4-diazepane-1-carboxylate